C(C)(C)C=1C=NN2C1N=C(C=C2NC2CCN(CC2)C(=O)OCC2(CN(C2)C(\C=C\CN(C)C)=O)F)C(F)(F)F (E)-(1-(4-(dimethylamino)but-2-enoyl)-3-fluoroazetidine-3-yl)methyl 4-((3-isopropyl-5-(trifluoromethyl)pyrazolo[1,5-a]pyrimidin-7-yl)amino)piperidine-1-carboxylate